(R)-2-(3-cyano-4-(1,1-difluoroethyl)phenyl)-N-(1-(1-(2,2,2-trifluoroethyl)-1H-pyrazolo[3,4-c]pyridin-5-yl)ethyl)acetamide C(#N)C=1C=C(C=CC1C(C)(F)F)CC(=O)N[C@H](C)C=1C=C2C(=CN1)N(N=C2)CC(F)(F)F